C(#N)C1=CC=C(C=C1)C1=CC=C(C=C1)OC=1N=NNC1 4-((4'-cyano-[1,1'-biphenyl]-4-yl)oxy)-1H-1,2,3-triazole